(4-((3-(7-(((Z)-3-fluoro-1-methylpiperidin-4-yl)amino)-3-(2,2,2-trifluoroethyl)benzo[b]thiophen-2-yl)prop-2-yn-1-yl)amino)-3-(fluoromethoxy)phenyl)dimethylphosphine oxide FC1CN(CCC1NC1=CC=CC2=C1SC(=C2CC(F)(F)F)C#CCNC2=C(C=C(C=C2)P(C)(C)=O)OCF)C